CC1=C(C(=C(C(=C1C)[N+](=O)[O-])C)C)Br 2,3,5,6-tetramethyl-4-nitrobromobenzene